FC=1C=C(C=CC1F)N1N=C(C(=C1)[C@H]1O[C@@H](C(N1CCC=1C=C2CC(NC2=CC1)=O)=O)C)C1=CSC=C1 (2R,5R)-2-(1-(3,4-difluorophenyl)-3-(thiophen-3-yl)-1H-pyrazole-4-yl)-5-methyl-3-(2-(2-oxoindolin-5-yl)ethyl)oxazolidin-4-one